bis(1,1-dimethylethyl)[3,5-bis(1,1-dimethylethyl)phenyl]Phosphane tert-butyl-(3R,4S)-3-((3-bromo-4-cyano-5-nitropyridin-2-yl)amino)-4-hydroxypiperidine-1-carboxylate C(C)(C)(C)OC(=O)N1C[C@H]([C@H](CC1)O)NC1=NC=C(C(=C1Br)C#N)[N+](=O)[O-].CC(C)(C)P(C1=CC(=CC(=C1)C(C)(C)C)C(C)(C)C)C(C)(C)C